benzyl 4-[(6-bromo-4-chloro-3-quinolyl)sulfonyl]piperazine-1-carboxylate BrC=1C=C2C(=C(C=NC2=CC1)S(=O)(=O)N1CCN(CC1)C(=O)OCC1=CC=CC=C1)Cl